(±)-4-(4-(1-Aminoethyl)-8-fluoroquinolin-6-yl)-5-fluoro-N-(5-(piperidin-4-yl)pyridin-2-yl)pyrimidin-2-amine trihydrochloride Cl.Cl.Cl.N[C@H](C)C1=CC=NC2=C(C=C(C=C12)C1=NC(=NC=C1F)NC1=NC=C(C=C1)C1CCNCC1)F |r|